N,N'-(1,4-phenylene)dimaleimide isopropyl-2,3-diisopropylsuccinate C(C)(C)OC(C(C(C(=O)O)C(C)C)C(C)C)=O.C1(=CC=C(C=C1)N1C(C=CC1=O)=O)N1C(C=CC1=O)=O